NC1=C(C=C(C=C1)C1=NN(C2=NC=NC(=C21)N)CCOC)F 3-(4-AMINO-3-FLUOROPHENYL)-1-(2-METHOXYETHYL)-1H-PYRAZOLO[3,4-D]PYRIMIDIN-4-AMINE